(R)-2-(6-(2,5-dichloropyrimidin-4-yl)-1-oxo-3,4-dihydropyrrolo[1,2-c]pyrimidin-2(1H)-yl)propionic acid tert-butyl ester C(C)(C)(C)OC([C@@H](C)N1C(N2C(CC1)=CC(=C2)C2=NC(=NC=C2Cl)Cl)=O)=O